C(C)(C)(C)OC(=O)NCC1=CC=C(C=C1)NC(=O)C1=CC2=C(OCCC3=C2SC=C3)C=C1C=1C(=NC(=CC1)N1N=CC(=C1)C(F)(F)F)C(=O)OC methyl 3-(9-((4-(((tert-butoxycarbonyl)amino)methyl)phenyl)carbamoyl)-4,5-dihydrobenzo[b]thieno[2,3-d]oxepin-8-yl)-6-(4-(trifluoromethyl)-1H-pyrazol-1-yl)picolinate